[1,1':2',1'':4'',1'''-quaterphenyl]-4-amine C1(=CC=C(C=C1)N)C=1C(=CC=CC1)C1=CC=C(C=C1)C1=CC=CC=C1